C(C=C)(=O)N1C[C@@H]2COC3=C(C(N2CC1)=O)C(=NC(=C3F)C3=C(C=CC=C3)F)N3C(C[C@H](C3)N3CC(C3)F)(C)C (R)-8-acryloyl-4-fluoro-1-((R)-4-(3-fluoroazetidin-1-yl)-2,2-dimethylpyrrolidin-1-yl)-3-(2-fluorophenyl)-6,6a,7,8,9,10-hexahydro-12H-pyrazino[2,1-c]pyrido[3,4-f][1,4]oxazepin-12-one